[O-]S(=O)(=O)C(F)(F)F.O[SH+](F)(F)F hydroxyperfluorosulfonium triflate